benzyl (1r,4r)-4-(4-bromophenoxy)cyclohexane-1-carboxylate BrC1=CC=C(OC2CCC(CC2)C(=O)OCC2=CC=CC=C2)C=C1